glycerol 1,3-dimethacrylate C(C(=C)C)(=O)OCC(O)COC(C(=C)C)=O